CC1=NN=C(C2=CC(=CC=C12)N1CCOCC1)N[C@H](C)C1=NC(=CC(=C1)NC(OC(C)(C)C)=O)C(F)(F)F tert-butyl (R)-(2-(1-((4-methyl-7-morpholinophthalazin-1-yl)amino)ethyl)-6-(trifluoromethyl)pyridin-4-yl)carbamate